2-(6-(2-(2-fluoro-5-(2,2,2-trifluoroethoxy)benzyl)-2H-tetrazol-5-yl)pyridin-2-yl)-2-hydroxypropane-1-sulfonamide FC1=C(CN2N=C(N=N2)C2=CC=CC(=N2)C(CS(=O)(=O)N)(C)O)C=C(C=C1)OCC(F)(F)F